[(1S,2R,3R,5S)-3-methylsulfonyloxy-6,8-dioxabicyclo[3.2.1]octan-2-yl] benzoate C(C1=CC=CC=C1)(=O)O[C@@H]1[C@@H]2CO[C@H](C[C@H]1OS(=O)(=O)C)O2